BrC=1C=C(C(=NC1)CN1C(C(N(CC1)C1CCC1)=O)=O)F 1-((5-bromo-3-fluoropyridin-2-yl)methyl)-4-cyclobutylpiperazine-2,3-dione